hexoxybenzotriazole C(CCCCC)OC1=CC=CC=2NN=NC21